[Li].O.[Li] lithium water lithium